C[C@@H]1CN(CCC(C1)=O)C(=O)OC(C)(C)C tert-butyl (S)-3-methyl-5-oxoazepane-1-carboxylate